BrC=1N=CC=C2C1SC(=C2)C2=CC=CC=C2 7-bromo-2-phenylthieno[2,3-c]pyridine